BrC1=C(C(=O)OC\C=C(\CCC=C(C)C)/C)C=C(C=C1)F (E)-3,7-dimethylocta-2,6-dien-1-yl 2-bromo-5-fluorobenzoate